NC1=NC=NN2C1=CC=C2[C@H]2[C@@H]([C@@H]([C@@](O2)(C#N)COP(=O)(OCCSC)N[C@@H](C)C(=O)OC(C)C)O)O isopropyl ((((2R,3S,4R,5S)-5-(4-aminopyrrolo[2,1-f][1,2,4]triazin-7-yl)-2-cyano-3,4-dihydroxytetrahydrofuran-2-yl)methoxy)(2-(methylthio) ethoxy)phosphoryl)-L-alaninate